C[C@@H]1CN2C(O1)=NC(=C2)C2=C(C=CC(=C2)N)NC2=NC=C(C=C2)C(F)(F)F (R)-2-(2-methyl-2,3-dihydroimidazolo[2,1-b]oxazol-6-yl)-N1-(5-(trifluoromethyl)pyridin-2-yl)benzene-1,4-diamine